N-(6-chloropyridin-3-yl)isoquinolin-1-amine ClC1=CC=C(C=N1)NC1=NC=CC2=CC=CC=C12